C(C1=CC=CC=C1)N1CCN(C2=CC=C(C=C12)OC)S(=O)(=O)C1=CC=C(C=C1)OC(F)(F)F 4-benzyl-6-methoxy-1-((4-(trifluoromethoxy)phenyl)sulfonyl)-1,2,3,4-tetrahydroquinoxaline